(S)-1-chloro-3-(4-(2-(4-((R)-2-hydroxy-3-thiomorpholinopropoxy)phenyl)propan-2-yl)-2-iodophenoxy)propan-2-ol ClC[C@H](COC1=C(C=C(C=C1)C(C)(C)C1=CC=C(C=C1)OC[C@@H](CN1CCSCC1)O)I)O